n-dodecyl-heptane C(CCCCCCCCCCC)CCCCCCC